ClC1=CC(=C(C=C1)C=1C(NC(NN1)=O)=O)OC 6-(4-chloro-2-methoxyphenyl)-1,2,4-triazine-3,5(2H,4H)-dione